5-chloro-3-(2-isocyanatobenzyl)-2-methyl-1H-indole ClC=1C=C2C(=C(NC2=CC1)C)CC1=C(C=CC=C1)N=C=O